5-hydroxy-3-iminopyridine-2,6-dione OC1=CC(C(NC1=O)=O)=N